1-(5-tert-Butyl-1,2-oxazol-3-yl)-3-(4-{2-[3-(4-methylpiperazin-1-yl)propyl]-4,5-dihydro-2H-imidazo[2',1':2,3][1,3]thiazolo[4,5-e]isoindol-8-yl}phenyl)urea C(C)(C)(C)C1=CC(=NO1)NC(=O)NC1=CC=C(C=C1)C=1N=C2SC3=C(C4=CN(C=C4CC3)CCCN3CCN(CC3)C)N2C1